Tert-butyl (±)-5-methoxy-4-((2-(4-(methoxycarbonyl)phenyl)piperazin-1-yl)methyl)-7-methyl-1H-indole-1-carboxylate COC=1C(=C2C=CN(C2=C(C1)C)C(=O)OC(C)(C)C)CN1[C@@H](CNCC1)C1=CC=C(C=C1)C(=O)OC |r|